ClC=1C(=NC(=NC1)NC1CCOCC1)C1=CC=C2CN(C(C2=C1)=O)CC(=O)N[C@@H](C)C1=CC=CC=C1 2-(6-{5-chloro-2-[(oxacyclohex-4-yl)amino]pyrimidin-4-yl}-1-oxo-2,3-dihydro-1H-isoindol-2-yl)-N-[(1S)-1-phenylethyl]acetamide